COC1=C(C=CC(=C1)C=1C=CC=2N(N1)C(=CN2)C=2SC=CC2)O 2-methoxy-4-[3-(2-thienyl)imidazo[1,2-b]pyridazin-6-yl]phenol